bixanthin N1C(=O)NC=2N=C(NC2C1=O)C1=NC2=NC(NC(C2=N1)=O)=O